7-(1-hydroxyethyl)-2-(prop-2-yn-1-yloxy)-8-(3,4,5-trifluorophenyl)-3H-pyrazolo[1,5-a][1,3,5]triazin-4-one OC(C)C1=NN2C(N=C(NC2=O)OCC#C)=C1C1=CC(=C(C(=C1)F)F)F